C12N(CC(NC1)C2)C=2C=C1CCN(C(C1=CC2)=O)C[C@@H](CN2CC1=CC=CC=C1CC2)O 6-(2,5-Diazabicyclo[2.2.1]heptan-2-yl)-2-[(2R)-3-(3,4-dihydro-1H-isochinolin-2-yl)-2-hydroxy-propyl]-3,4-dihydroisochinolin-1-on